4-((3S,4S)-3-Ethoxy-4-(4-(trifluoromethyl)phenoxy)piperidin-1-yl)-1-methyl-2-oxo-1,2-dihydropyrido[3,2-d]pyrimidin-6-carbonitril C(C)O[C@H]1CN(CC[C@@H]1OC1=CC=C(C=C1)C(F)(F)F)C=1C2=C(N(C(N1)=O)C)C=CC(=N2)C#N